FC(OC1=C(C=CC=C1)C1=CC(=NC=C1C(=O)OC)C)F methyl 4-(2-(difluoromethoxy)phenyl)-6-methylnicotinate